FC1(CCN(CC1)C1=NC(=CC(=N1)C=1N(C(=NN1)C1=C(C=C(C=C1)I)N1CCC2(CC2)CC1)COCC[Si](C)(C)C)C)F 6-(2-(5-(2-(4,4-difluoropiperidin-1-yl)-6-methylpyrimidin-4-yl)-4-((2-(trimethylsilyl)ethoxy)methyl)-4H-1,2,4-triazol-3-yl)-5-iodophenyl)-6-azaspiro[2.5]octane